ClC1=C(C=C(C=C1)C([C@@H](CO)O)=O)CC=1C=CC2=C(CCO2)C1 (R)-1-(4-chloro-3-((2,3-dihydrobenzofuran-5-yl)methyl)phenyl)-2,3-dihydroxypropan-1-one